Cl.N1C[C@@H](CC1)NC(=O)C1=NC=NC(=C1)C1=CC(=C(C=C1)Cl)Cl 6-(3,4-Dichloro-phenyl)-pyrimidine-4-carboxylic acid (R)-pyrrolidin-3-ylamide hydrochloride salt